3,7,11,15-Tetramethylhexadec-2-en-1-ol CC(=CCO)CCCC(CCCC(CCCC(C)C)C)C